C(C)[C@@H]1N(CCCC1)C(C[C@@H](C(N[C@@H](C)C1=NC2=C(N1)C=CC=C2F)=O)NC(OCC(C)C)=O)=O isobutyl N-[(1S)-3-[(2S)-2-ethyl-1-piperidyl]-1-[[(1S)-1-(4-fluoro-1H-benzimidazol-2-yl)ethyl]carbamoyl]-3-oxo-propyl]carbamate